BrC=1C=2C(N=C3N(C2C=CC1)C1=CC(=CC=C1C3(C)C)C3CCN(CC3)C3CCN(CC3)C(=O)[C@H]3CN(CC3)C3=CC(=C(C(=C3)F)C3C(NC(CC3)=O)=O)F)=O 3-(4-((R)-3-(4-(4-bromo-7,7-dimethyl-5-oxo-5,7-dihydroindolo[1,2-a]quinazolin-10-yl)-[1,4'-bipiperidine]-1'-carbonyl)pyrrolidin-1-yl)-2,6-difluorophenyl)piperidine-2,6-dione